6-amino-N-(2-{3-amino-4-[(1-methoxy-2-methylpropan-2-yl)oxy]pyrrolidin-1-yl}-5,6,7,8-tetrahydroquinolin-6-yl)-2-methylthieno[2,3-d][1,3]thiazole-5-carboxamide NC1=C(SC=2N=C(SC21)C)C(=O)NC2CC=1C=CC(=NC1CC2)N2CC(C(C2)OC(COC)(C)C)N